2-(4-(6-(4-chloro-2-fluorobenzyloxy)pyridin-2-yl)-3-fluorobenzyl)-1-(2-fluoroethyl)-1H-benzo[d]imidazole-6-carboxylic acid ClC1=CC(=C(COC2=CC=CC(=N2)C2=C(C=C(CC3=NC4=C(N3CCF)C=C(C=C4)C(=O)O)C=C2)F)C=C1)F